CC1(CCOCC1)C(=O)N[C@@H](CCOCCCCC1=NC=2NCCCC2C=C1)C(=O)O N-(4-methyltetrahydro-2H-pyran-4-carbonyl)-O-(4-(5,6,7,8-tetrahydro-1,8-naphthyridin-2-yl)butyl)homoserine